The molecule is a praseodymium molecular entity in which a praseodymium(3+) cation is associated with three acetate anions. Used as a heavy atom in protein crystallography experiments (multiple-wavelength anomalous dispersion, multiple isomorphous replacement). It is a praseodymium molecular entity and an acetate salt. CC(=O)[O-].CC(=O)[O-].CC(=O)[O-].[Pr+3]